tributyl-ethyl-phosphonium bistrifluoromethyl-sulfimide salt FC(F)(F)S(=N)C(F)(F)F.C(CCC)[P+](CC)(CCCC)CCCC